CC=1S(C=CN1)=O 2-methyl-thiazolone